(2R,3S,4S,5R,6S)-2-(hydroxymethyl)-6-(3-(4-methoxybenzyl)phenoxy)tetrahydro-2H-pyran-3,4,5-triol OC[C@H]1O[C@H]([C@@H]([C@H]([C@@H]1O)O)O)OC1=CC(=CC=C1)CC1=CC=C(C=C1)OC